C(C)(C)(C)OC(=O)N1CCN(CC1)C1CCC(CC1)C1=CC2=C(N(C(N2C)=O)C2C(NC(CC2)=O)=O)C=C1 4-[(1s,4s)-4-[1-(2,6-dioxopiperidin-3-yl)-3-methyl-2-oxo-1,3-benzodiazol-5-yl]cyclohexyl]piperazine-1-carboxylic acid tert-butyl ester